ClC1=C(OCC=2C=C(C=C(C2)F)CC2CCN(CC2)CC2=NC3=C(N2C[C@H]2OCC2)C=C(C=C3)C(=O)O)C=CC(=C1)Cl 2-{[4-({3-[(2,4-dichlorophenoxy)methyl]-5-fluorophenyl}methyl)piperidin-1-yl]methyl}-1-{[(2S)-oxetan-2-yl]methyl}-1H-1,3-benzodiazole-6-carboxylic acid